(2s,6s)-4-(1-(5-(difluoromethyl)-1,3,4-thiadiazol-2-yl)-6-(N-(1-methylcyclopropyl)aminosulfonyl)-1H-indazol-4-yl)-2,6-dimethylpiperazine-1-carboxylic acid tert-butyl ester C(C)(C)(C)OC(=O)N1[C@H](CN(C[C@@H]1C)C1=C2C=NN(C2=CC(=C1)S(=O)(=O)NC1(CC1)C)C=1SC(=NN1)C(F)F)C